FC1=C(C=CC(=C1)C1=C2C(=NC(=C1)N1[C@@H](COCC1)C)N(N=C2)C2=NN(C=C2)COCC[Si](C)(C)C)N2CC1CCC(C2)O1 3-(2-fluoro-4-(6-((R)-3-methylmorpholino)-1-(1-((2-(trimethylsilyl)ethoxy)methyl)-1H-pyrazol-3-yl)-1H-pyrazolo[3,4-b]pyridin-4-yl)phenyl)-8-oxa-3-azabicyclo[3.2.1]octane